[Al].[Fe] iron aluminium salt